tert-butyl (E)-(2-((4-((4-bromothiophen-2-yl)methyl)-5-oxo-4,5-dihydro-1H-1,2,4-triazol-1-yl)methyl)-3-fluoroallyl)carbamate BrC=1C=C(SC1)CN1C=NN(C1=O)C\C(\CNC(OC(C)(C)C)=O)=C\F